tert-butyl ((1S,2R,4R)-2-((6-(2,6-dichloro-3,5-dimethoxyphenyl)quinazolin-2-yl)amino)-4-(dimethylcarbamoyl)cyclopentyl)carbamate ClC1=C(C(=C(C=C1OC)OC)Cl)C=1C=C2C=NC(=NC2=CC1)N[C@H]1[C@H](C[C@@H](C1)C(N(C)C)=O)NC(OC(C)(C)C)=O